(methacryloyl) chloride C(C(=C)C)(=O)Cl